5-(5-(((1S,2R,3R,5R)-2-fluoro-9-azabicyclo[3.3.1]nonan-3-yl)oxy)pyrazin-2-yl)-2-(1H-imidazol-1-yl)pyridin-4-ol F[C@@H]1[C@@H]2CCC[C@H](C[C@H]1OC=1N=CC(=NC1)C=1C(=CC(=NC1)N1C=NC=C1)O)N2